1,3,4-trimethylimidazole CN1CN(C(=C1)C)C